methyldivinyl-disilazane C[Si](N[SiH3])(C=C)C=C